C(C)(C)(C)OC(=O)N1C[C@H](C[C@H]1C)[C@@H](C(=O)O)CC1=CC(=CC=C1)[N+](=O)[O-] (2S)-2-[(3R,5R)-1-tert-Butoxycarbonyl-5-methyl-pyrrolidin-3-yl]-3-(3-nitrophenyl)propanoic acid